C1(CC1)C1=CC=C(C2=CC=CC=C12)NC1=NC(=NC2=CC=CC=C12)S 4-((4-Cyclopropylnaphthalen-1-yl)amino)quinazolin-2-thiol